7-(6-chloro-2-(methylamino)-2,3-dihydro-1H-inden-5-yl)-3-((1-(4,4-difluoro-3-(3-fluoro-1H-pyrazol-1-yl)butyryl)-4-hydroxypiperidin-4-yl)methyl)thieno[3,4-d]pyrimidin-4(3H)-one ClC1=C(C=C2CC(CC2=C1)NC)C=1SC=C2C1N=CN(C2=O)CC2(CCN(CC2)C(CC(C(F)F)N2N=C(C=C2)F)=O)O